((3S,9aS)-3-(benzo[d]thiazol-2-yl)-3-hydroxyhexahydropyrazino[2,1-c][1,4]oxazin-8(1H)-yl)(2-chloro-3-methoxyphenyl)methanone S1C(=NC2=C1C=CC=C2)[C@@]2(CN1[C@H](CO2)CN(CC1)C(=O)C1=C(C(=CC=C1)OC)Cl)O